Cl.COC(C1=CC=C(C=C1)C1=NC2=C(N1C(C(NC1=CC=C(C=C1)N1CCOCC1)=O)C1CCCCC1)C=CC=C2)=O 4-{1-[cyclohexyl-(4-morpholin-4-yl-phenylcarbamoyl)-methyl]-1H-benzimidazol-2-yl}-benzoic acid methyl ester hydrochloride